CC1=C(C=CC(=C1N1N=CC(=C1)C)[N+](=O)[O-])S(=O)(=O)N methyl-3-(4-methylpyrazol-1-yl)-4-nitro-benzenesulfonamide